C(=C)C1=CC2=C(C3=C(N2)SC=C3)S1 vinyl-dithienopyrrole